(S)-6-(3,5-dimethylisoxazol-4-yl)-N-(1-methylazetidin-3-yl)-4-(3-phenylmorpholino)quinazoline-2-carboxamide CC1=NOC(=C1C=1C=C2C(=NC(=NC2=CC1)C(=O)NC1CN(C1)C)N1[C@H](COCC1)C1=CC=CC=C1)C